ClC=1C=C(C=CC1)C1=NC(=NC(=N1)C1=CC=C(C=C1)C1=C(C=C(C=C1C1=CC=CC=C1)C1=CC=CC=C1)C1=CC=CC=C1)C1=CC=CC=C1 2-(3-chlorophenyl)-4-(2',6'-diphenyl-[1,1':4',1''-terphenyl]-4-yl)-6-phenyl-1,3,5-triazine